2-(4-bromo-2-fluorophenoxy)-3-oxobutanamide BrC1=CC(=C(OC(C(=O)N)C(C)=O)C=C1)F